FC(C=1C=C(C=CC1)C1=CC=C(C=C1)[C@H]1[C@@H](C1)C1(CCC(CC1)N)N)(F)F 1-((trans)-2-(3'-(trifluoromethyl)-[1,1'-biphenyl]-4-yl)cyclopropyl)cyclohexane-1,4-diamine